Cl.Cl.COC1(CNC1)C1=NC=NN1C 5-(3-methoxyazetidin-3-yl)-1-methyl-1H-1,2,4-triazole dihydrochloride